N-(2-ethyl-6-methylthieno[2,3-d]pyrimidin-4-yl)-4-phenylbutanamide C(C)C=1N=C(C2=C(N1)SC(=C2)C)NC(CCCC2=CC=CC=C2)=O